ClC1=CC=2C(=NC=C(C2)C2=CC=3N(C=C2)N=C(C3)NC(=O)C3C(C3)F)N1 N-(5-(2-chloro-1H-pyrrolo[2,3-b]pyridin-5-yl)pyrazolo[1,5-a]pyridin-2-yl)-2-fluorocyclopropane-1-carboxamide